2-(4-(4-chlorophenyl)-2,3,9-trimethyl-6H-thieno[3,2-f][1,2,4]triazolo[4,3-a][1,4]diazepin-6-yl)ethan-1-one ClC1=CC=C(C=C1)C1=NC(C=2N(C3=C1C(=C(S3)C)C)C(=NN2)C)CC=O